[N+](=O)([O-])C1=CC=C(C=C1)C1=C(N=C(O1)C1=CC=C(C=C1)C(F)(F)F)C=O (5-(4-nitrophenyl)-2-(4-(trifluoromethyl)phenyl)Oxazol-4-yl)methanone